C(C)C(C(=O)O)CCCC.[Sn+2] tin (II) 2-ethyl-hexanoic acid